C(#C)[C@@H]1N([C@H]2CN(C([C@@H]1C2)=O)C)C(=O)OC(C)(C)C tert-Butyl (1R,5R,7R)-7-ethynyl-3-methyl-2-oxo-3,6-diazabicyclo[3.2.1]octane-6-carboxylate